[C@@H]1(C[C@H](CC(C1)[2H])N)N |r| rac-(1R,3S,5s)-cyclohexane-5-d-1,3-diamine